CN1CCN(CC1)C1OCCO1 4-N-methylpiperazino-[1,3]-dioxolane